O=C1CCC=2C(=CC=NC2N1)OC=1C=C2C[C@H](COC2=CC1)C(=O)O (R)-6-((7-oxo-5,6,7,8-tetrahydro-1,8-naphthyridin-4-yl)oxy)chroman-3-carboxylic acid